CN(C=1C=C(C=NC1)C1=NN=C(S1)C(C)=O)C 1-(5-(5-(dimethylamino)pyridin-3-yl)-1,3,4-thiadiazol-2-yl)ethan-1-one